C(C)(=O)OC1=C(C(C(OC1(C)C)(C)C)=O)C=1C=C(C=CC1C1CC1)C1=C(C=C(C=C1)Cl)Cl 5-acetoxy-4-(2',4'-dichloro-4-cyclopropyl-[1,1'-biphenyl]-3-yl)-3,6-dihydro-2,2,6,6-tetramethyl-2H-pyran-3-one